2-Isocyanatoethyl acrylate (2-Isocyanatoethyl acrylate) N(=C=O)CCC(C(=O)O)=C.C(C=C)(=O)OCCN=C=O